1-Ethyl 5-(dimethylamino)pyrazolo[1,5-a]pyrimidine-3-carboxylate CN(C1=NC=2N(C=C1)N=CC2C(=O)OCC)C